2-(di-tert-butoxyphosphoryl)ethyl 4-methylbenzenesulfonate CC1=CC=C(C=C1)S(=O)(=O)OCCP(=O)(OC(C)(C)C)OC(C)(C)C